ClC=1C=CC(=C(C1)C1=CC(N(C=C1OC)C(C(=O)NC1=CC(=C(C=C1)P(=O)(C)C)F)CC1=CC=CC=C1)=O)N1N=NC(=C1)Cl 2-(4-(5-chloro-2-(4-chloro-1H-1,2,3-triazol-1-yl)phenyl)-5-methoxy-2-oxopyridin-1(2H)-yl)-N-(4-(dimethylphosphoryl)-3-fluorophenyl)-3-phenylpropionamide